O1CCN(CC1)C(C(=O)N)C 2-morpholinopropaneamide